2-(3'-tert-butyl-2'-hydroxy-5'-(2-methoxycarbonyl-ethyl)phenyl)-5-chlorobenzo-triazole C(C)(C)(C)C=1C(=C(C=C(C1)CCC(=O)OC)N1N=C2C(=N1)C=CC(=C2)Cl)O